CN1C(CN(CC1)C(=O)OC(C)(C)C)=O tert-Butyl 4-methyl-3-oxopiperazine-1-carboxylate